C(C)(=O)N1C=C(C(=C1)Cl)B(O)O 1-ACETYL-4-CHLORO-PYRROL-3-YLBORONIC ACID